FC=1C=CC=C2C=C(C=NC12)C=1OC(CC(N1)(C)CC(C)C)(C)C 2-(8-fluoro-3-quinolyl)-4-isobutyl-4,6,6-trimethyl-5H-1,3-oxazine